COC1=CC=CC(=N1)C=1CN=C2C1N=C(N=C2C2=CC=NC=C2)N2CCOCC2 4-(7-(6-methoxypyridin-2-yl)-4-(pyridin-4-yl)-6H-pyrrolo[3,2-d]pyrimidin-2-yl)morpholine